4-[[3-[4-(difluoromethoxy)phenyl]imidazo[1,2-a]pyrazin-8-yl]amino]-N-methyl-2-(trifluoromethyl)benzamide FC(OC1=CC=C(C=C1)C1=CN=C2N1C=CN=C2NC2=CC(=C(C(=O)NC)C=C2)C(F)(F)F)F